7-tert-butyl 1-ethyl 2-(4-cyclopropoxyphenyl)-6-methyl-3-oxo-5H,6H,8H-imidazo[1,5-a]pyrazine-1,7-dicarboxylate C1(CC1)OC1=CC=C(C=C1)N1C(N2C(CN(C(C2)C)C(=O)OC(C)(C)C)=C1C(=O)OCC)=O